ClC1=C(CNC(=O)[C@]2(C=3C=CC=NC3[C@H](CC2)O)F)C=CC(=C1)C (5S,8S)-N-(2-chloro-4-methylbenzyl)-5-fluoro-8-hydroxy-5,6,7,8-tetra-hydroquinoline-5-carboxamide